2-(6-(5-chloro-1-((5-(3-fluoro-4-methoxyphenyl)pyrazin-2-yl)methyl)-1H-indazole-7-Carboxamido)spiro[3.3]heptan-2-yl)ethyl acetate C(C)(=O)OCCC1CC2(C1)CC(C2)NC(=O)C=2C=C(C=C1C=NN(C21)CC2=NC=C(N=C2)C2=CC(=C(C=C2)OC)F)Cl